C(C)(C)(C)OC(=O)N1C(N(C(C1)(C)C1=C(C(=C(C=C1)F)Cl)F)C(N)=O)=O (3-chloro-2,4-difluorophenyl)(methyl)(carbamoyl)-2-oxoimidazolidine-1-carboxylic acid tert-butyl ester